3-(3-cyclopropylpropionyl)benzonitrile C1(CC1)CCC(=O)C=1C=C(C#N)C=CC1